OC1(N(CCC1)C(=O)NC1=CC=C(C=C1)C)C(=O)N hydroxy-N1-p-tolylpyrrolidine-1,2-dicarboxamide